methyl-2-methylimidazol CC=1N=C(NC1)C